(5'S)-1-(6-chloropyrimidin-4-yl)-5'-(3,5-difluorophenyl)tetrahydro-3'H-spiro[piperidine-4,2'-pyrrolo[2,1-b]oxazol]-3'-one ClC1=CC(=NC=N1)N1CCC2(C(N3C(O2)CC[C@H]3C3=CC(=CC(=C3)F)F)=O)CC1